N[C@H]1COCC[C@@H]1O 2-amino-1,5-anhydro-2,4-dideoxy-L-threo-pentitol